methyl (S,E)-(1-((6-chloro-1-((7-fluoro-4-isobutyl-3H-imidazo[4,5-c]pyridin-2-yl)methyl)-2-oxo-1,2-dihydropyridin-3-yl)amino)-7-(dimethylamino)-1,7-dioxohept-5-en-2-yl)carbamate ClC1=CC=C(C(N1CC1=NC2=C(C(=NC=C2F)CC(C)C)N1)=O)NC([C@H](CC\C=C\C(=O)N(C)C)NC(OC)=O)=O